ClC1=CC=C2C(=N1)N(C=C2C2(CC(C2)C(=O)OCC)O)S(=O)(=O)C2=CC=C(C)C=C2 ethyl 3-(6-chloro-1-tosyl-1H-pyrrolo[2,3-b]pyridin-3-yl)-3-hydroxycyclobutane-1-carboxylate